N,N-dimethylammonium dimethylcarbamate CN(C([O-])=O)C.C[NH2+]C